C(#C)[C@]1([C@H](C[C@@H](O1)N1C2=NC(=NC(=C2N=C1)NC(OC(C)C)=O)F)O)CO isopropyl (9-((2R,4S,5R)-5-ethynyl-4-hydroxy-5-(hydroxymethyl)tetrahydrofuran-2-yl)-2-fluoro-9H-purin-6-yl)carbamate